(2s,6s)-2,6-heptanediol C[C@@H](CCC[C@H](C)O)O